4-(1-methyl-1H-indazol-5-yl)-5-(6-methylpyridin-2-yl)-N-(2,3,4-trifluorobenzyl)-1H-imidazol-2-amine CN1N=CC2=CC(=CC=C12)C=1N=C(NC1C1=NC(=CC=C1)C)NCC1=C(C(=C(C=C1)F)F)F